O=C1NC(CC[C@@H]1C1=CC=C(C=C1)N1CCC(CC1)(F)CC=O)=O |r| rac-2-(1-{4-[(3R)-2,6-dioxopiperidin-3-yl]phenyl}-4-fluoropiperidin-4-yl)acetaldehyde